C(N)(OC1=C(C=CC(=C1)N1CCN(CC1)CC)NC1=NC=C(C(=N1)OC1=CC=CC=C1)C#N)=O (2-((5-cyano-4-phenoxypyrimidin-2-yl) amino)-5-(4-ethylpiperazin-1-yl) phenyl) carbamate